[S].O1CCOCC1 1,4-dioxane sulphur